FC1=CC=C(C=C1)C(C)(O)C=1C=NC(=NC1)N1CCNCC1 1-(4-fluorophenyl)-1-(2-(piperazin-1-yl)pyrimidin-5-yl)ethanol